(R)-2-(aminomethyl)-1-Boc-pyrrolidine NC[C@@H]1N(CCC1)C(=O)OC(C)(C)C